(2,2-dimethoxyethoxy)phthalic acid COC(COC1=C(C(C(=O)O)=CC=C1)C(=O)O)OC